1-methyl-1H-pyrrolo[2,3-b]pyridine-3-carbonitrile CN1C=C(C=2C1=NC=CC2)C#N